6-amino-1,3-dihydroimidazo[4,5-b]pyridin-2-one NC=1C=C2C(=NC1)NC(N2)=O